CN(C=1C(=C2C=CC(=CC2=CC1)S(=O)(=O)Cl)C=O)C 6-(dimethylamino)-5-formylnaphthalene-2-sulfonyl chloride